4-piperazin-1-yl-5,6,7,8-tetrahydroquinazoline N1(CCNCC1)C1=NC=NC=2CCCCC12